2-chloro-N-(4-(1-methyl-4-(trifluoromethyl)-1H-imidazol-2-yl)benzyl)-5-(4-methylpiperazin-1-yl)pyrimidin-4-amine ClC1=NC=C(C(=N1)NCC1=CC=C(C=C1)C=1N(C=C(N1)C(F)(F)F)C)N1CCN(CC1)C